(S)-1-(3,4-difluorophenyl)-2,2-diethoxyethan-1-amine FC=1C=C(C=CC1F)[C@@H](C(OCC)OCC)N